2-[(4-fluorophenyl)methyl]-2-azaspiro[3.3]heptan-6-yl (2R,6S)-4-(6-fluoro-1,3-benzothiazol-2-yl)-2,6-dimethylpiperazine-1-carboxylate FC1=CC2=C(N=C(S2)N2C[C@H](N([C@H](C2)C)C(=O)OC2CC3(CN(C3)CC3=CC=C(C=C3)F)C2)C)C=C1